methyl 5-((5-methyl-4-(pentan-3-ylthio)pyrimidin-2-yl)amino)-2-(4,4,5,5-tetramethyl-1,3,2-dioxaborolan-2-yl)benzoate CC=1C(=NC(=NC1)NC=1C=CC(=C(C(=O)OC)C1)B1OC(C(O1)(C)C)(C)C)SC(CC)CC